2-(3-bromophenyl)benzo[d]thiazole BrC=1C=C(C=CC1)C=1SC2=C(N1)C=CC=C2